N1(CCC[C@H]2CCCC[C@H]12)C([C@@H](CO[Si](C1=CC=CC=C1)(C1=CC=CC=C1)C(C)(C)C)NC(OC(C)(C)C)=O)=O tert-butyl N-[(1R)-2-[(4aR,8aS)-3,4,4a,5,6,7,8,8a-octahydro-2H-quinolin-1-yl]-1-[[tert-butyl(diphenyl)silyl]oxymethyl]-2-oxo-ethyl]carbamate